[Cl-].ClC[N+]1(CC(CCC1)C)C 1-chloromethyl-1,3-dimethylpiperidinium chloride